(R)-7-(4-chloro-3,5-difluorophenyl)-8-methyl-5,6,7,8-tetrahydro-2,7-naphthyridine-3-carboxylic acid ClC1=C(C=C(C=C1F)N1CCC=2C=C(N=CC2[C@H]1C)C(=O)O)F